FC1=C(C2=C(N=C(O2)C=2C=C(C=CC2)C2=C(C=C(C=C2)F)C2=NN=CN2C)C=C1CNC1CCC1)F N-((6,7-Difluoro-2-(4'-fluoro-2'-(4-methyl-4H-1,2,4-triazol-3-yl)-[1,1'-biphenyl]-3-yl)benzo[d]oxazol-5-yl)methyl)cyclobutanamine